2-methoxy-1,3,2lambda5-dioxaphospholane 2-oxide COP1(OCCO1)=O